4-dimethylamino-4'-hydroxyazobenzene CN(C1=CC=C(C=C1)N=NC1=CC=C(C=C1)O)C